[Mo+4].P(=S)(SCCCCC)(OCCCCC)[O-].C(CCCC)SP(=S)(OCCCCC)[O-].C(CCCC)SP(=S)(OCCCCC)[O-].C(CCCC)SP(=S)(OCCCCC)[O-] dipentyl dithiophosphate molybdenum